BrC1=C(C=C(C=C1)C1=CC=C(C=C1)Br)[N+](=O)[O-] 4,4'-dibromo-3-nitro-1,1-biphenyl